FC(C1=CC(=NO1)C1=CC=C(N)C=C1)(F)F 4-(5-(trifluoromethyl)isoxazol-3-yl)aniline